N-(5-{[(2S,5R)-2,5-dimethyl-4-(tetrahydrofuran-3-ylmethyl)piperazin-1-yl]carbonyl}-6,6-dimethyl-1,4,5,6-tetrahydropyrrolo[3,4-c]pyrazol-3-yl)pyridine-2-carboxamide C[C@@H]1N(C[C@H](N(C1)CC1COCC1)C)C(=O)N1C(C=2NN=C(C2C1)NC(=O)C1=NC=CC=C1)(C)C